COC(=O)C1=CC=C(C=C1)[C@@H]1CN(CC[C@H]1OC1=C2C=CN(C2=C(C=C1C)C)C(=O)OC(C)(C)C)CC(F)(F)F |r| racemic-tert-butyl 4-(((3R*,4R)-3-(4-(methoxycarbonyl)phenyl)-1-(2,2,2-trifluoroethyl)piperidin-4-yl)oxy)-5,7-dimethyl-1H-indole-1-carboxylate